nonadecane-7,13-diol CCCCCCC(CCCCCC(CCCCCC)O)O